[Ir+3].F[B-](F)(F)F.C1=CCCC=CCC1.C1=CCCC=CCC1.F[B-](F)(F)F.F[B-](F)(F)F bis(1,5-cyclooctadiene) tetrafluoroborate iridium